4-(4-chloro-3-((4-(trifluoromethoxy)benzyl)oxy)phenoxy)-1H-1,2,3-triazole-5-carboxylic acid ClC1=C(C=C(OC=2N=NNC2C(=O)O)C=C1)OCC1=CC=C(C=C1)OC(F)(F)F